iodine pentacosane CCCCCCCCCCCCCCCCCCCCCCCCC.[I]